F[C@]1(CN(CC[C@]1(O)C)C1=NC=CC(=N1)NC=1N=CC2=C(C=CC(=C2C1)C(C)C)N1CC(C1)CS(=O)(=O)C)C (3S,4R)-3-fluoro-1-[4-({8-[3-(methanesulfonylmeth-yl)azetidin-1-yl]-5-(propan-2-yl)isoquinolin-3-yl}amino)pyrimidin-2-yl]-3,4-dimethylpiperidin-4-ol